tert-butyl (3-(bis(2-(2-(prop-2-yn-1-yloxy)ethoxy)ethyl)amino)-3-oxopropyl)carbamate C(C#C)OCCOCCN(C(CCNC(OC(C)(C)C)=O)=O)CCOCCOCC#C